BrC1=CN=C2N1C=C(C=C2)C(=O)/N=C/N(C)C (NE)-3-bromo-N-(dimethylaminomethylene)imidazo[1,2-a]pyridine-6-carboxamide